FC1=C(C=C(C=C1C(F)(F)F)N1N=C(C=2C1=CN=C(C2)N2CCN(CC2)S(=O)(=O)C)C)O 2-Fluoro-5-(3-methyl-5-(4-(methylsulfonyl)piperazin-1-yl)-1H-pyrazolo[3,4-c]pyridine-1-yl)-3-(trifluoromethyl)phenol